(R)-1-chloro-3-(5-(difluoromethyl)-1,3,4-thiadiazol-2-yl)-8-(4-isobutyryl-3-methylpiperazin-1-yl)-N-(3-methyloxetane-3-yl)imidazo[1,5-a]pyridine-6-sulfonamide ClC=1N=C(N2C1C(=CC(=C2)S(=O)(=O)NC2(COC2)C)N2C[C@H](N(CC2)C(C(C)C)=O)C)C=2SC(=NN2)C(F)F